C(C=1C(C(=O)OCCCC)=CC=CC1)(=O)OCCCC din-butyl phthalate